1-(4-methoxyphenyl)-1-propanol COC1=CC=C(C=C1)C(CC)O